5-t-butyl-2,4,6-trinitro-m-xylene C(C)(C)(C)C=1C(=C(C(=C(C1[N+](=O)[O-])C)[N+](=O)[O-])C)[N+](=O)[O-]